7-(4-(tert-butyl)phenyl)-3-(4-methoxy-3-nitrophenyl)quinazolin-4(3H)-one C(C)(C)(C)C1=CC=C(C=C1)C1=CC=C2C(N(C=NC2=C1)C1=CC(=C(C=C1)OC)[N+](=O)[O-])=O